1-(3-chloro-4-methylphenyl)-3-(5-((1-(2,6-dioxopiperidin-3-yl)-2,5-dioxo-2,5-dihydro-1H-pyrrol-3-yl)amino)naphthalen-1-yl)urea ClC=1C=C(C=CC1C)NC(=O)NC1=CC=CC2=C(C=CC=C12)NC=1C(N(C(C1)=O)C1C(NC(CC1)=O)=O)=O